3-[[4-[(1R,2R)-2-Amino-1-(4-tert-butylphenyl)-3-methoxy-propoxy]-6-(2,6-dimethylphenyl)pyrimidin-2-yl]sulfamoyl]benzoic acid N[C@@H]([C@H](OC1=NC(=NC(=C1)C1=C(C=CC=C1C)C)NS(=O)(=O)C=1C=C(C(=O)O)C=CC1)C1=CC=C(C=C1)C(C)(C)C)COC